C(C)N1CN(C=C1)C 1-ethyl-3-methylimidazole